methyl (2S)-2-[[(2S)-1-(3,5-dichlorophenyl)sulfonylpyrrolidine-2-carbonyl] amino]-3-[4-[4-(hydroxymethyl)-2,6-dimethoxy-phenyl]phenyl]propanoate ClC=1C=C(C=C(C1)Cl)S(=O)(=O)N1[C@@H](CCC1)C(=O)N[C@H](C(=O)OC)CC1=CC=C(C=C1)C1=C(C=C(C=C1OC)CO)OC